ClC1=C(C(=CC(=C1)Cl)C(C)(C)C)F 2,4-dichloro-6-tert-butylfluorobenzene